C(=O)(OC(C)(C)C)NC(C(=O)O)CCCCCC(=O)O 2-(Boc-amino)suberic acid